4-methylsulfonyl-7-[(5-piperazin-1-yl-2-pyridyl)amino]-2,3-dihydropyrrolo[3,4-c]pyridin-1-one CS(=O)(=O)C1=NC=C(C2=C1CNC2=O)NC2=NC=C(C=C2)N2CCNCC2